COC1=NC=CC=C1C#N 2-methoxypyridine-3-carbonitrile